3,3'-((6-(5-methyl-2-oxoimidazolidin-4-yl)hexanoyl)azanediyl)Dipropionic Acid CC1C(NC(N1)=O)CCCCCC(=O)N(CCC(=O)O)CCC(=O)O